5-(2-hydroxy-4-(1H-tetrazol-5-yl)phenyl)-3,6-dihydro-7H-[1,2,3]triazolo[4,5-d]pyrimidin-7-one OC1=C(C=CC(=C1)C1=NN=NN1)C=1NC(C2=C(N1)NN=N2)=O